2-((tert-Butyldisulfanyl)methyl)aniline tert-Butyl-4-(4-(2,4-dioxotetrahydropyrimidin-1(2H)-yl)-3-methylphenyl)piperidine-1-carboxylate C(C)(C)(C)OC(=O)N1CCC(CC1)C1=CC(=C(C=C1)N1C(NC(CC1)=O)=O)C.C(C)(C)(C)SSCC1=C(N)C=CC=C1